CC1=C(C=C(C=C1)C=1OC(=NN1)C(F)F)F 2-(4-(methyl)-3-fluorophenyl)-5-(difluoromethyl)-1,3,4-oxadiazole